5-chloro-N-[(8S,9aS)-8-hydroxy-7-oxo-8,9,9a,10-tetrahydro-5H,7H-pyrido[3,2-f]pyrrolo[2,1-c][1,4]oxazepin-3-yl]-2-methoxybenzenesulfonamide ClC=1C=CC(=C(C1)S(=O)(=O)NC1=CC=2CN3[C@H](COC2N=C1)C[C@@H](C3=O)O)OC